4-(6-bromopyridin-2-yl)-1-(tert-butoxycarbonyl)piperidine-4-carboxylic acid BrC1=CC=CC(=N1)C1(CCN(CC1)C(=O)OC(C)(C)C)C(=O)O